(Z)-N-(2-(4-(4-chloro-1,2-diphenylbut-1-en-1-yl)phenoxy)ethyl)-2-((2-(2,6-dioxopiperidin-3-yl)-1,3-dioxoisoindolin-4-yl)amino)-N-methylacetamide ClCC/C(=C(\C1=CC=CC=C1)/C1=CC=C(OCCN(C(CNC2=C3C(N(C(C3=CC=C2)=O)C2C(NC(CC2)=O)=O)=O)=O)C)C=C1)/C1=CC=CC=C1